NC1=NN2C(N=C(C=C2)N2[C@H](C[C@@H](C2)F)C2=C(C=CC(=C2)F)F)=C1C(=O)N 2-amino-5-((2r,4s)-2-(2,5-difluorophenyl)-4-fluoropyrrolidin-1-yl)pyrazolo[1,5-a]pyrimidine-3-carboxamide